FC1=C(C(=O)N2C[C@H](N([C@@H](C2)C)C(=O)OC(C)(C)C)C)C=CC(=C1)OC tert-Butyl (2R,6R)-4-(2-fluoro-4-methoxybenzoyl)-2,6-dimethylpiperazine-1-carboxylate